ClC1=CC=C(N=N1)NC=1NC=2N(C(C1C1=CC=C(C=C1)OC)=O)N=C(C2C2=CC=CC=C2)C2=CC=CC=C2 5-((6-Chloropyridazin-3-yl)amino)-6-(4-methoxyphenyl)-2,3-diphenylpyrazolo[1,5-a]pyrimidin-7(4H)-one